C(C)C1=C(C=CC(=C1)O)N=C(N)C1=C(C=2N(N=C1)C=C(C2)C=2C=NC(=CC2C)OC)NC2CCOCC2 N'-(2-ethyl-4-hydroxy-phenyl)-6-(6-methoxy-4-methyl-3-pyridyl)-4-(tetrahydropyran-4-ylamino)pyrrolo[1,2-b]pyridazine-3-carboxamidine